4-{2-methyl-5H,6H,7H-pyrazolo[1,5-a]pyrimidin-4-yl}-4-oxo-N-[4-(pyrimidin-2-yl)phenyl]butanamide CC1=NN2C(N(CCC2)C(CCC(=O)NC2=CC=C(C=C2)C2=NC=CC=N2)=O)=C1